2,4-dimethylthiazole-5-carbaldehyde CC=1SC(=C(N1)C)C=O